(6-(4-Chloro-2-(ethoxymethoxy)-6-methylphenyl)pyridazin-3-yl)methanol ClC1=CC(=C(C(=C1)C)C1=CC=C(N=N1)CO)OCOCC